C(CC)OC1=CC=C(C=C1)C=1C=C2CCC3(C(C2=CC1)NC(O[C@@H]1CN2CCC1CC2)=O)CC3 (S)-quinuclidin-3-yl (6'-(4-propoxyphenyl)-3',4'-dihydro-1'H-spiro[cyclopropane-1,2'-naphthalen]-1'-yl)carbamate